ClC1=C(C=C(C=C1)F)[C@H]1C=2N(CC(N1)=O)C(=NC2NC(=O)C2=NSC1=C2C=CC=C1)C(NCC=O)=O (S)-N-(8-(2-chloro-5-fluorophenyl)-6-oxo-3-((2-oxoethyl)carbamoyl)-5,6,7,8-tetrahydroimidazo[1,5-a]pyrazin-1-yl)benzo[d]isothiazole-3-carboxamide